1-(2-(fluoromethyl)-4-(4-((3-methyl-4-((1-methyl-1H-benzo[d][1,2,3]triazol-5-yl)oxy)phenyl)amino)pyrido[3,2-d]pyrimidin-6-yl)piperazin-1-yl)prop-2-en-1-one FCC1N(CCN(C1)C=1C=CC=2N=CN=C(C2N1)NC1=CC(=C(C=C1)OC1=CC2=C(N(N=N2)C)C=C1)C)C(C=C)=O